(R*)-N-(3-cyano-4-fluorophenyl)-11,11-difluoro-8-hydroxy-8-vinyl-3,4,8,9,10,11-hexahydro-1H-pyrido[4',3':3,4]pyrazolo[1,5-a]azepine-2(7H)-carboxamide C(#N)C=1C=C(C=CC1F)NC(=O)N1CC=2C(=NN3C2C(CC[C@](C3)(C=C)O)(F)F)CC1 |o1:22|